(2S,2'S)-N,N'-(1,4-phenylenedi(methylene))bis(morpholine-2-carboxamide) C1(=CC=C(C=C1)CNC(=O)[C@@H]1CNCCO1)CNC(=O)[C@@H]1CNCCO1